FC1=C(C(=CC(=C1)S(=O)(=O)N1C[C@H](CC1)F)F)C1=CC(=C2C=CC(=NC2=C1F)C(=O)NCCN(C(OC(C)(C)C)=O)C)C tert-butyl [2-(7-{2,6-difluoro-4-[(3S)-3-fluoropyrrolidine-1-sulfonyl]phenyl}-8-fluoro-5-methylquinoline-2-carboxamido)ethyl](methyl)carbamate